OCC1=NOC(=C1)C1CCN(CC1)C(=O)N(C1=NC=CC2=CC=CC(=C12)C)[C@H]1CN(CCC1)C(=O)OC(C)(C)C tert-butyl (R)-3-(4-(3-(hydroxymethyl)isoxazol-5-yl)-N-(8-methylisoquinolin-1-yl)piperidine-1-carboxamido)piperidine-1-carboxylate